C(CCCCC(C)C)C1=C(C=C(C(=C1C(C)(C)C)O)C(C)(C)C)[O-] Isooctyl-4-hydroxy-3,5-di-tert-butylphenolate